ClC=1C(=CC2=C(C[C@](O2)(C2=CC=CC=C2)CN[C@H](CO)C)C1C1=C(C(=O)N)C=CC(=C1F)OC(F)F)F 2-((2S,4S)-5-chloro-6-fluoro-2-((((S)-1-hydroxypropan-2-yl)amino)methyl)-2-phenyl-2,3-dihydrobenzofuran-4-yl)-4-(difluoromethoxy)-3-fluorobenzamide